2-ethyl-1-phenyl-1H-benzo[g]indazole-3,4,5(2H)-trione C(C)N1N(C=2C3=C(C(C(C2C1=O)=O)=O)C=CC=C3)C3=CC=CC=C3